3-[4-(difluoromethylsulfonyl)anilino]-1-[4-ethyl-1-[(2-fluoro-5-hydroxyphenyl)methyl]-4-piperidyl]pyrazole-4-carboxamide FC(S(=O)(=O)C1=CC=C(NC2=NN(C=C2C(=O)N)C2(CCN(CC2)CC2=C(C=CC(=C2)O)F)CC)C=C1)F